(R)-N'-((1,2,3,5,6,7-hexahydrodicyclopenta[b,e]pyridin-8-yl)carbamoyl)-1-isopropyl-4-methyl-1H-pyrazole-3-sulfonimidamide C1CCC2=NC3=C(C(=C21)NC(=O)N=[S@](=O)(N)C2=NN(C=C2C)C(C)C)CCC3